((2S,3R,4R,6R)-6-((S)-2,2-dimethyl-1,3-dioxolan-4-yl)-3-methyl-4-((triisopropylsilyl)oxy)tetrahydro-2H-pyran-2-yl)methanol CC1(OC[C@H](O1)[C@H]1C[C@H]([C@@H]([C@H](O1)CO)C)O[Si](C(C)C)(C(C)C)C(C)C)C